FC(S(=O)(=O)OC(=CC)CCC)(F)F Hex-2-en-3-yl trifluoromethanesulfonate